2-acrylamido-N-(6-(3-(trifluoromethoxy)phenyl)-1H-indazol-3-yl)benzamide C(C=C)(=O)NC1=C(C(=O)NC2=NNC3=CC(=CC=C23)C2=CC(=CC=C2)OC(F)(F)F)C=CC=C1